aminospiro[isobenzofuran-1(3H),9'-(9H)xanthen]-3-one NC1=CC=CC=2OC3=CC=CC=C3C3(C12)OC(C1=CC=CC=C13)=O